OC=C(C(=O)N[C@H](C)C1=CC=C(C=C1)OC)C1=CC=C(C=C1)OC[C@H](CCC)C (2S)-3-Hydroxy-N-[(1R)-1-(4-methoxyphenyl)ethyl]-2-{4-[(2-methylpentyl)oxy]phenyl}propenamide